(2-amino-4-methylthiazol-5-yl)-3-trifluoromethyl-1-indenone NC=1SC(=C(N1)C)C=1C(C2=CC=CC=C2C1C(F)(F)F)=O